1,3-bis(aminoethylaminomethyl)tetramethyldisiloxane NCCNC[Si](O[Si](CNCCN)(C)C)(C)C